2-(2-(3-methoxyphenoxy)ethoxy)pyridin-2-amine COC=1C=C(OCCOC2(NC=CC=C2)N)C=CC1